OC1=C(C=CC(=C1)OC)C(=O)C1=CC=CC=C1 (2-hydroxy-4-methoxyphenyl)-(phenyl)methanone